CC1=C(C=CC=C1C(F)(F)F)[C@@H](C)NC(=O)C1=CN(C(C=C1N[C@@H]1CCN(CCC1)C)=O)C1CCOCC1 N-((R)-1-(2-methyl-3-(trifluoromethyl)phenyl)ethyl)-4-(((S)-1-methylazepan-4-yl)amino)-6-oxo-1-(tetrahydro-2H-pyran-4-yl)-1,6-dihydropyridine-3-carboxamide